BrC1=CC2=C(C=C1)C1=CC=CC=C1C21CC(C2=CC(=CC(=C12)C)C)(C)C 2-bromo-3',3',5',7'-tetramethyl-2',3'-dihydro-spiro-[fluorene-9,1'-indene]